3-[3-bromo-2-methyl-6-(methylthio)-phenyl]-4,5-dihydroisoxazole BrC=1C(=C(C(=CC1)SC)C1=NOCC1)C